C(C1=CC=CC=C1)N1C=NC2=C1C=C(C=C2)C2=NNC(=C2)NC(C2=CC=C(C=C2)N2CCCC2)=O N-(3-(1-benzyl-1H-benzo[d]imidazol-6-yl)-1H-pyrazol-5-yl)-4-(pyrrolidin-1-yl)benzamide